C1(CC1)C(=O)N1CC2=CC=C(C=C2C1)NC1=CC=C(C=C1)N1CCC(CC1)C(F)(F)F cyclopropyl(5-((4-(4-(trifluoromethyl)piperidin-1-yl)phenyl)amino)isoindolin-2-yl)methanone